{4-[2-(1H-benzimidazol-2-yl)-phenyl-sulfamoyl]phenoxy}acetic acid N1C(=NC2=C1C=CC=C2)C2=C(C=CC=C2)NS(=O)(=O)C2=CC=C(OCC(=O)O)C=C2